tert-butyl (2-((4-(2,5-difluoro-4-(4-propoxynicotinamido)phenoxy)-6-methoxyquinolin-7-yl)oxy)ethyl)(methyl)-carbamate FC1=C(OC2=CC=NC3=CC(=C(C=C23)OC)OCCN(C(OC(C)(C)C)=O)C)C=C(C(=C1)NC(C1=CN=CC=C1OCCC)=O)F